C(C)(C)(C)OC(N[C@@H]1C(N(C2=C(OC1)C=CC=N2)C)=O)=O (S)-(5-methyl-4-oxo-2,3,4,5-tetrahydropyrido[3,2-b][1,4]oxazepin-3-yl)carbamic acid tert-butyl ester